C(C)(C)(C)OC(NC=1C=CC=C2C=CN=CC12)=O isoquinolin-8-ylcarbamic acid tert-butyl ester